5-fluoro-1-(4-fluorophenyl)-6-methyl-2-oxopyridine-3-carboxamide FC=1C=C(C(N(C1C)C1=CC=C(C=C1)F)=O)C(=O)N